3-(3,5-difluoropyridin-4-yl)-N-[1-methyl-3-(trifluoromethyl)-1H-pyrazol-5-yl]quinoline-7-carboxamide FC=1C=NC=C(C1C=1C=NC2=CC(=CC=C2C1)C(=O)NC1=CC(=NN1C)C(F)(F)F)F